C(N)([S-])=S.[Pd+2].C(N)([S-])=S palladium(II) dithiocarbamate